CC1(CC(C1)NC=1N=CC2=C(N1)NC=C2C=2C=CC=1N(C2)C(=NN1)C)NC(CC)=O N-((1s,3s)-1-methyl-3-((5-(3-methyl-[1,2,4]triazolo[4,3-a]pyridin-6-yl)-7H-pyrrolo[2,3-d]pyrimidin-2-yl)amino)cyclobutyl)propionamide